FC=1C=CC(=C(C1)NCC=1NC2=CC=CC=C2C1)OC (R)-(5-fluoro-2-methoxyphenyl)(1H-indol-2-yl)methylamine